5-methyl-6-Oxopyridine-3-carboxamide CC1=CC(=CNC1=O)C(=O)N